(1,1,1-triacetoxy)-1,1-dihydro-1,2-benziodoxol-3(1H)-one CC(=O)OI1(C2=CC=CC=C2C(=O)O1)(OC(=O)C)OC(=O)C